BrC=1C(=C(C=O)C(=CC1)O)F 3-bromo-2-fluoro-6-hydroxy-benzaldehyde